C(C)(=O)OCCCCC trans-amyl acetate